CS(=O)(=O)[O-].C[N+]1=CC(=CC=C1)CCCC 1-Methyl-3-butylpyridinium methansulfonat